2-thiopheneacetonitrile S1C(=CC=C1)CC#N